C(C=C)OCCS(=O)(=O)N 2-(ALLYLOXY)ETHANESULFONAMIDE